C(C)OC(=O)C=1C(N(C2=NC=C(C=C2C1O)C1=CC=CC=C1)CCN1CCOCC1)=O 4-hydroxy-1-(2-morpholinylethyl)-2-oxo-6-phenyl-1,2-dihydro-1,8-naphthyridine-3-carboxylic acid ethyl ester